3-((5-(aminomethyl)-1-(3-(methylsulfonyl)propyl)-1H-benzo[d]imidazol-2-yl)methyl)-5-fluoro-1-(2,2,2-trifluoroethyl)-1,3-dihydro-2H-benzo[d]imidazol-2-one NCC1=CC2=C(N(C(=N2)CN2C(N(C3=C2C=C(C=C3)F)CC(F)(F)F)=O)CCCS(=O)(=O)C)C=C1